COC1=C(C=C(CC(C(=O)OCC)C(C)=O)C=C1)N1CCCC1 ethyl 2-(4-methoxy-3-(pyrrolidin-1-yl) benzyl)-3-oxobutyrate